ClCCC[C@@H](C=1C=NC=CC1)N[S@@](=O)C(C)(C)C (S)-N-((S)-4-chloro-1-(3-pyridyl)butyl)-2-methyl-2-propanesulfinamide